1-(tert-butyl) 2-methyl (2S,4S)-4-(tosyloxy)pyrrolidine-1,2-dicarboxylate S(=O)(=O)(C1=CC=C(C)C=C1)O[C@H]1C[C@H](N(C1)C(=O)OC(C)(C)C)C(=O)OC